COC1=C(C=CC=C1)N1C(=C(C=C1C(F)(F)F)C(=O)C1=CC=CC=C1)C1=CC=CC=C1 (1-(2-methoxyphenyl)-2-phenyl-5-(trifluoromethyl)-1H-pyrrol-3-yl)(phenyl)methanone